(6R)-6-{[7-bromo-2-(4-methoxyphenyl)[1,2,4]triazolo[1,5-c]quinazolin-5-yl]amino}-1,4-diazepin-5-one BrC1=CC=CC=2C=3N(C(=NC12)NC=1C(N=CC=NC1)=O)N=C(N3)C3=CC=C(C=C3)OC